3-(sec-butyl)-7-fluoro-2-oxo-1,2,3,5-tetrahydro-4H-benzo[1,4]diazepine-4-sulfonamide C(C)(CC)C1C(NC2=C(CN1S(=O)(=O)N)C=C(C=C2)F)=O